oxyethylene terephthalate C1(C2=CC=C(C(=O)OCCOO1)C=C2)=O